bis(2-hydroxyethyl)amino(trismethyl)methane OCCN(C(C)(C)C)CCO